2-phenylacetamid C1(=CC=CC=C1)CC(=O)N